CN(CC(C)N(C)C)C tetramethyl-1,2-propylenediamine